1,4-bis(2-(4-hydroxyphenyl)-2-propyl)benzenediglycidyl ether OC1=CC=C(C=C1)C(C)(C)C12C(C=C(C=C1)C(C)(C)C1=CC=C(C=C1)O)C1C(COCC3C2O3)O1